C(C)(=O)N1C(CCC1=O)C(=O)NC1=C(C=CC(=C1)OC1=CC(=CC=C1)C(F)(F)F)OC 1-Acetyl-N-(2-methoxy-5-(3-(trifluoromethyl)phenoxy)phenyl)-5-oxo-pyrrolidine-2-carboxamide